methyl-acryloyloxyethyl-trimethylammonium chloride [Cl-].CC[N+](C)(C)CCOC(C=C)=O